(S)-(2R,3R,11bR)-3-isobutyl-9,10-dimethoxy-2,3,4,6,7,11b-hexahydro-1H-pyrido[2,1-a]isoquinolin-2-yl 2-methylbutyrate dihydrochloride Cl.Cl.C[C@H](C(=O)O[C@@H]1C[C@H]2N(CCC3=CC(=C(C=C23)OC)OC)C[C@H]1CC(C)C)CC